ClC1=CC(C(C=C1)(C)O)C.[K] potassium p-chloroxylenol